1-(dimethylamino)-5-(4-fluorophenyl)-4-oxo-1,4-dihydropyridine-3-carboxylic acid CN(N1C=C(C(C(=C1)C1=CC=C(C=C1)F)=O)C(=O)O)C